Methyl 4-(4-bromobutoxy)-2-methyl-benzoate BrCCCCOC1=CC(=C(C(=O)OC)C=C1)C